4-{[(4-{[(2R,7aS)-2-fluoro-hexahydropyrrolizin-7a-yl]methoxy}-6-[(1R,5S)-3,8-diazabicyclo[3.2.1]octan-3-yl]-1,3,5-triazin-2-yl)oxy]methyl}-5,6-difluoronaphthalen-2-ol F[C@@H]1C[C@@]2(CCCN2C1)COC1=NC(=NC(=N1)N1C[C@H]2CC[C@@H](C1)N2)OCC2=CC(=CC1=CC=C(C(=C21)F)F)O